(2-amino-[1,2,4]triazolo[1,5-a]pyridin-7-yl)-6-(5-fluoro-2-(trifluoromethoxy)benzyl)-7,8-dihydro-1,6-naphthyridin-5(6H)-one NC1=NN2C(C=C(C=C2)C2=NC=3CCN(C(C3C=C2)=O)CC2=C(C=CC(=C2)F)OC(F)(F)F)=N1